diisopentyl ((((3aS,4S,6R,6aR)-6-(4-aminopyrrolo[2,1-f][1,2,4]triazin-7-yl)-6-cyano-4-fluoro-2-methoxytetrahydrofuro[3,4-d][1,3]dioxol-4-yl)methoxy)(phenoxy)phosphoryl)-L-aspartate NC1=NC=NN2C1=CC=C2[C@@]2(O[C@]([C@@H]1[C@H]2OC(O1)OC)(F)COP(=O)(OC1=CC=CC=C1)N[C@@H](CC(=O)OCCC(C)C)C(=O)OCCC(C)C)C#N